CNCC1(CC1)C(=O)O 1-((methylamino)methyl)cyclopropanecarboxylic acid